O[C@@H]1[C@@H]([C@H]2N(CCCC[C@@H]2O[C@@H]1CO)C(C)=O)O ((2R,3R,4R,4aR,9aS)-3,4-dihydroxy-2-(hydroxymethyl)octahydropyrano[3,2-b]azepin-5(2H)-yl)ethan-1-one